(2R,3R,4S,5R)-5-(4-AMINO-2-CHLORO-7H-PYRROLO[2,3-D]PYRIMIDIN-7-YL)-4-FLUORO-3-HYDROXYTETRAHYDROFURAN NC=1C2=C(N=C(N1)Cl)N(C=C2)[C@H]2[C@H]([C@@H](CO2)O)F